(R)-4-(3H-[1,2,3]triazolo[4,5-b]pyridin-3-yl)-N-(2-(2-(2-cyanopropan-2-yl)pyridin-4-yl)thieno[3,2-c]pyridin-4-yl)-2-fluoro-N-(piperidin-3-yl)benzamide N1=NN(C2=NC=CC=C21)C2=CC(=C(C(=O)N([C@H]1CNCCC1)C1=NC=CC3=C1C=C(S3)C3=CC(=NC=C3)C(C)(C)C#N)C=C2)F